FC1=C(C=C(C=C1)NC(OC1=CC=CC=C1)=O)OC(F)(F)F phenyl (4-fluoro-3-(trifluoromethoxy) phenyl)carbamate